2-(2-(2-(2-chloroethoxy)ethoxy)ethyloxyl)ethane-1-amine ClCCOCCOCCOCCN